4,5-diamino-3-tert.-butyl-1-methylpyrazole NC=1C(=NN(C1N)C)C(C)(C)C